racemic-[(3R,4R)-3-(1-pyrimidin-2-yl-cyclopropylcarbamoyl)-piperidin-4-yl]-carbamic acid benzyl ester C(C1=CC=CC=C1)OC(N[C@H]1[C@@H](CNCC1)C(NC1(CC1)C1=NC=CC=N1)=O)=O |r|